sodium proline salt N1[C@@H](CCC1)C(=O)[O-].[Na+]